(tert-butyl (3aR,5r,6aS)-5-vinylhexahydrocyclopenta[c]pyrrole-2(1H)-carboxylate) tert-Butyl-(3aR,5r,6aS)-5-(2-hydroxyethyl)hexahydrocyclopenta[c]pyrrole-2(1H)-carboxylate C(C)(C)(C)OC(=O)N1C[C@@H]2[C@H](C1)CC(C2)CCO.C(C)(C)(C)C2N(C[C@H]1[C@@H]2C[C@@H](C1)C=C)C(=O)O